OC(CNC(=O)C=1C=NN2C1N=CC=C2)(C)C N-(2-hydroxy-2-methylpropyl)pyrazolo[1,5-a]pyrimidine-3-carboxamide